5-[(3S)-Isoxazolidin-3-yl]pyridine-3-carbonitrile Tert-butyl-(3S)-3-(5-cyano-3-pyridyl)isoxazolidine-2-carboxylate C(C)(C)(C)OC(=O)N1OCC[C@H]1C=1C=NC=C(C1)C#N.O1N[C@@H](CC1)C=1C=C(C=NC1)C#N